C(CCC)(=O)NN butanhydrazid